CC(C(=O)OC)(CC1=CC=NC=C1)C methyl 2,2-dimethyl-3-(pyridin-4-yl)propanoate